IC1=C(C=CC=C1)N1C=CC2=CC=CC(=C12)OC 1-(2-iodophenyl)-7-methoxy-1H-indole